3,4-difluorophenyl 1-(8-fluoro-7-(8-fluoronaphthalen-1-yl)-2-((tetrahydro-1H-pyrrolizin-7a(5H)-yl)methoxy)pyrido[4,3-d]pyrimidin-4-yl)piperidine-4-carboxylate FC1=C(N=CC2=C1N=C(N=C2N2CCC(CC2)C(=O)OC2=CC(=C(C=C2)F)F)OCC21CCCN1CCC2)C2=CC=CC1=CC=CC(=C21)F